ClC=1C=C2CC(COC2=CC1)C(=O)C1=CN(C2=CC(=CC=C12)C=1C=NNC1Cl)CCN(CC)CC (6-Chlorochroman-3-yl)-[6-(5-chloro-1H-pyrazol-4-yl)-1-[2-(diethylamino)ethyl]indol-3-yl]methanone